Cl.NC(CC(=O)O)C(=O)OC 3-amino-4-methoxy-4-oxobutyric acid hydrochloride